ClCCC[Si](OCC)(OCC)OCC 3-chloropropyl-triethoxysilane